N[C@@H]1C2=CC=CC=C2CC12CCN(CC2)C=2NC(C1=C(N2)NN=C1C(=C)C=1SC=C(N1)C)=O (S)-6-(1-amino-1,3-dihydro-spiro[inden-2,4'-piperidin]-1'-yl)-3-(1-(4-methylthiazol-2-yl)vinyl)-1,5-dihydro-4H-pyrazolo[3,4-d]pyrimidin-4-one